1-{[5-(3-Chlorophenyl)-6-ethoxypyridin-3-yl]methyl}-1H-imidazole ClC=1C=C(C=CC1)C=1C=C(C=NC1OCC)CN1C=NC=C1